C1(CC1)C=1C2=C(C(N(C1)C1=CC(=CC=C1)C1(COC1)CC1=NN=CN1C)=O)N(C(=C2)CN2CCCCC2)S(=O)(=O)C2=CC=C(C=C2)C 4-cyclopropyl-6-[3-[3-[(4-methyl-1,2,4-triazol-3-yl)methyl]oxetane-3-yl]phenyl]-2-(1-piperidinylmethyl)-1-(p-tolylsulfonyl)pyrrolo[2,3-c]pyridin-7-one